NC1=CC(=NN1CCO)C(C)(C)C 2-(5-amino-3-(tert-butyl)-1H-pyrazol-1-yl)ethan-1-ol